NC1=CC=C(C=N1)N1CCC(CC1)C1CCN(CC1)C(=O)OC(C)(C)C tert-butyl 4-[1-(6-amino-3-pyridyl)-4-piperidyl]piperidine-1-carboxylate